L-Homopropargylglycin N[C@@H](CCC#C)C(=O)O